C(C)C=1C(C2=C(C=CC(=C2C(C1CC1=NC(=C(C=C1)C(F)(F)F)OC)=O)F)F)=O ethyl-5,8-difluoro-3-((6-methoxy-5-(trifluoromethyl)pyridin-2-yl)methyl)naphthalene-1,4-dione